OC=1C=C(C=CC1CN1CCCCC1)/C=C/C(=O)C1=CC=C(C=C1)OC (E)-3-[3-Hydroxy-4-(piperidin-1-ylmethyl)phenyl]-1-(4-methoxyphenyl)prop-2-en-1-one